N-[1-(cyclohepta-2,4,6-trienyl)prop-1-yn-3-yl]-4-methyl-N-(prop-1-yn-3-yl)benzenesulfonamide C1(C=CC=CC=C1)C#CCN(S(=O)(=O)C1=CC=C(C=C1)C)CC#C